BrC=1C=CC(=C(C1)S(=O)(=N)C(F)F)OC (5-bromo-2-methoxy-phenyl)-(difluoromethyl)-imino-oxo-λ6-sulfane